tert-Butyl 1-((2S,3S)-1-methyl-5-oxo-2-(pyridin-3-yl)pyrrolidin-3-yl)-1,4-dioxo-8,11-dioxa-2,5-diazatetradecan-14-oate CN1[C@@H]([C@H](CC1=O)C(NCC(NCCOCCOCCC(=O)OC(C)(C)C)=O)=O)C=1C=NC=CC1